methyl 2-(bromomethyl)-5-sulfamoylfuran-3-carboxylate BrCC=1OC(=CC1C(=O)OC)S(N)(=O)=O